C1(=CC=CC=C1)CC=1N=C(NC1)CCN Phenylmethylimidazole-2-ethylamine